C(C1=CC=CC=C1)OC(=O)NCNC(=O)S(=O)(=O)C(C(=O)OCC)CC(C)C ethyl 2-((benzyloxycarbonylamino) methylcarbamoylsulfonyl)-4-methylpentanoate